1-(2,3-dihydrobenzo[b][1,4]dioxin-6-yl)-3-phenylprop-2-yn-1-one O1C2=C(OCC1)C=C(C=C2)C(C#CC2=CC=CC=C2)=O